C(C1=CC=CC=C1)N1N=NC(=C1)C(=O)NC1C(N(C=2N(CC1)N=C(C2)C2CC2)C)=O 1-benzyl-N-(2-cyclopropyl-4-methyl-5-oxo-5,6,7,8-tetrahydro-4H-pyrazolo[1,5-a][1,3]diazepin-6-yl)-1H-1,2,3-triazole-4-carboxamide